6-(2,4-dimethoxypyrimidin-5-yl)-3-fluoro-8-((1S,2S)-2-(1-(2,2,2-trifluoroethyl)-1H-indazol-5-yl)cyclopropyl)imidazo[1,2-b]pyridazine COC1=NC=C(C(=N1)OC)C=1C=C(C=2N(N1)C(=CN2)F)[C@@H]2[C@H](C2)C=2C=C1C=NN(C1=CC2)CC(F)(F)F